octyl bis(2,4-dinitrophenyl)acetate [N+](=O)([O-])C1=C(C=CC(=C1)[N+](=O)[O-])C(C(=O)OCCCCCCCC)C1=C(C=C(C=C1)[N+](=O)[O-])[N+](=O)[O-]